2-[5-[[5-(4-bromophenyl)tetrazol-2-yl]methyl]-2-cyclopropyl-pyrazol-3-yl]-6-chloro-8-methyl-3,1-benzoxazin-4-one BrC1=CC=C(C=C1)C=1N=NN(N1)CC=1C=C(N(N1)C1CC1)C1=NC2=C(C(O1)=O)C=C(C=C2C)Cl